4-(2-hydroxypropan-2-yl)-5,6,7,8-tetrahydroquinolin-8-yl acetate C(C)(=O)OC1CCCC=2C(=CC=NC12)C(C)(C)O